NC1=C(C(=NN1[C@@H]1C[C@H](CC1)Cl)C1=CC=C(C=C1)CNC(C1=C(C=CC=C1)OC)=O)C(=O)N |o1:6,8| 5-amino-1-[(1S*,3S*)-3-chlorocyclopentyl]-3-[4-[[(2-methoxybenzoyl)amino]methyl]phenyl]pyrazole-4-carboxamide